C(C1=CC=CC=C1)(C1=CC=CC=C1)N[C@H](C)C1=CC=CC=C1 N-benzhydryl-(1R)-1-phenylethylamine